2-(ethoxymethyl)-1H-imidazo[4,5-c]quinolin C(C)OCC=1NC2=C(C=NC=3C=CC=CC23)N1